P(OCl)(OC(C)(C)C)OC(C)(C)C chloro di-tert-butyl phosphite